Cl.NCCC1=CC=C(S1)C(CSC1=NC(=NC2=CC=CC=C12)C(F)(F)F)=O 1-(5-(2-aminoethyl)thiophen-2-yl)-2-((2-(trifluoromethyl)quinazolin-4-yl)thio)ethan-1-one hydrochloride